C(C)C(C(CO)=C)CC[C@@H](C)[C@H]1CC[C@H]2C3=CCC4CCCC[C@]4(C)[C@H]3CC[C@]12C 24-ethylcholest-7,25(27)-dienol